ethyl 4-chloro-3-fluorobenzimidate hydrochloride salt Cl.ClC1=C(C=C(C(OCC)=N)C=C1)F